C(C1=CC=CC=C1)S(=O)(=O)NO toluenesulfonylhydroxylamine